tin(I) acetate C(C)(=O)[O-].[Sn+]